N-(2-aminoethyl)maleimide TFA salt OC(=O)C(F)(F)F.NCCN1C(C=CC1=O)=O